FC(C1=NN(C=C1C(=O)NNC(OC(C)(C)C)=O)C)F tert-butyl N-[[3-(difluoromethyl)-1-methyl-pyrazole-4-carbonyl]-amino]carbamate